FC1(OC2=C(O1)C=C(C(=C2)NC(=O)C=2C=C(C(=O)OC(C)(C)C)C=CC2OC)C(NC2=CC(=C(C=C2)F)C(F)(F)F)=O)F tert-butyl 3-((2,2-difluoro-6-((4-fluoro-3-(trifluoromethyl)phenyl)carbamoyl)benzo[d][1,3]dioxol-5-yl)carbamoyl)-4-methoxybenzoate